COC1=C(C=CC=C1C(F)(F)F)CC(=O)O 2-(2-methoxy-3-(trifluoromethyl)phenyl)acetic acid